N1CCC2(CC1)COC1=C3C=NCC3=CCC12 dihydro-2H,6H-spiro[furo[2,3-e]isoindole-3,4'-piperidine]